BrC1=C(C=CC(=C1)I)I 2-bromo-1,4-diiodobenzene